C(C)OC(C(CC(=O)OCC)OC)=O methoxysuccinic acid diethyl ester